N-(3-Chloro-1H-indol-7-yl)-1-(oxetan-3-yl)pyrazol-4-sulfonamid ClC1=CNC2=C(C=CC=C12)NS(=O)(=O)C=1C=NN(C1)C1COC1